ClC1=C(C=C(OCC(=O)NC23CC(C2)(C3)C=3OC(=NN3)[C@@H]3OC2=C([C@@H](C3)O)C=C(C=C2)Cl)C=C1)F |o1:20,24| 2-(4-chloro-3-fluorophenoxy)-N-(3-{5-[(2R*,4R*)-6-chloro-4-hydroxy-3,4-dihydro-2H-1-benzopyran-2-yl]-1,3,4-oxadiazol-2-yl}bicyclo[1.1.1]pentan-1-yl)acetamide